cholesterol n-hexane-6-olcarbamate C(CCCCCO)NC(=O)O[C@@H]1CC2=CC[C@H]3[C@@H]4CC[C@H]([C@@H](CCCC(C)C)C)[C@]4(CC[C@@H]3[C@]2(CC1)C)C